C(C)(C)(CC)C=1C(C=C(C(C1)=O)C(C)(C)CC)=O 2,5-di-tert-amylbenzoquinone